C1(=CC=CC=C1)P(N(C)C)(N(C)C)=O phenylbis(dimethylamino)phosphine oxide